C(C1=CC=CC=C1)N(CC(C(OCCOCCO)C)F)CC1=CC=CC=C1 2-[2-[3-(Dibenzylamino)-2-fluoro-1-methyl-propoxy]ethoxy]ethanol